3-(5-(((1r,2r)-2-hydroxycyclopentyl)oxy)-1-oxoisoindolin-2-yl)piperidine-2,6-dione O[C@H]1[C@@H](CCC1)OC=1C=C2CN(C(C2=CC1)=O)C1C(NC(CC1)=O)=O